C(C)(C)(C=1OCC(N1)C(C)(C)C)C=1OCC(N1)C(C)(C)C 2,2'-isopropylidenebis(4-tert-butyl-2-oxazoline)